tert-butyl (1R,5S)-3-(7-(2-ethylphenyl)-8-fluoro-2-((tetrahydro-1H-pyrrolizin-7a(5H)-yl)methoxy)pyrido[4,3-d]pyrimidin-4-yl)-3,8-diazabicyclo[3.2.1]octane-8-carboxylate C(C)C1=C(C=CC=C1)C1=C(C=2N=C(N=C(C2C=N1)N1C[C@H]2CC[C@@H](C1)N2C(=O)OC(C)(C)C)OCC21CCCN1CCC2)F